OC=1C=CC(=NC1)C=NNC(=S)N 5-Hydroxypyridine-2-carboxaldehyde Thiosemicarbazone